C(C)(=O)C=1C=C(C(=NC1)C)C1=C2CCN(C(C2=CC(=C1)CCN(C)CC)=O)[C@@H](C)C1=NC=C(C#N)C(=C1)OCC (S)-6-(1-(5-(5-acetyl-2-methylpyridin-3-yl)-7-(2-(ethyl(methyl)amino)ethyl)-1-oxo-3,4-dihydroisoquinolin-2(1H)-yl)ethyl)-4-ethoxynicotinonitrile